ClCC(=O)[O-].C[N+](C)(C)C Tetramethylammonium chloroacetat